1-(4-fluoro-1-oxo-5-(piperazin-1-yl)isoindolin-2-yl)dihydropyrimidine-2,4(1H,3H)-dione FC1=C2CN(C(C2=CC=C1N1CCNCC1)=O)N1C(NC(CC1)=O)=O